4,6-dichloro-N-(8,9-difluoro-6-oxo-1,4,5,6-tetrahydro-2H-pyrano[3,4-c]isoquinolin-1-yl)-N-methyl-1H-pyrrolo[3,2-c]pyridine-2-carboxamide ClC1=NC(=CC2=C1C=C(N2)C(=O)N(C)C2COCC=1NC(C=3C=C(C(=CC3C12)F)F)=O)Cl